CC1=CC(=CC=2C3=CC(=CC(=C3N(C12)C=1C=CC=2C(C3=CC=CC=C3OC2C1)=O)C)C)C 3-(1,3,6,8-tetramethyl-9H-carbazol-9-yl)-9H-xanthen-9-one